7-cyclopropyl-4-((cyclopropylmethyl)-amino)-1-(3-methylpyrazin-2-yl)-quinazolin-2(1H)-one C1(CC1)C1=CC=C2C(=NC(N(C2=C1)C1=NC=CN=C1C)=O)NCC1CC1